C1(CC1)C=1C(NC2=CC=CN=C2C1)=O 3-cyclopropyl-1,5-naphthyridin-2(1H)-one